C(CCCCCCCCCCCCCCCCC)P(O)(O)=O.P(OCCCCCCCCCCCCCCCCCC)(O)=O octadecyl phosphonate (stearyl phosphonate)